4-chloro-6-(3,5-dimethoxyphenyl)-5-(2,4,6-trifluorophenyl)pyrimidine ClC1=NC=NC(=C1C1=C(C=C(C=C1F)F)F)C1=CC(=CC(=C1)OC)OC